N1CC1 AziRan